Cl.N1CCCC2=CC=C(C=C12)N1C(NC(CC1)=O)=O 1-(1,2,3,4-tetrahydroquinolin-7-yl)dihydropyrimidine-2,4(1h,3h)-dione hydrochloride